COC(=O)C1=NC(=C(N=C1N)N1CCOCC1)Cl 3-amino-6-chloro-5-(morpholin-4-yl)pyrazine-2-carboxylic acid methyl ester